2-((2r,5s)-4-(6-cyano-1-methyl-2-oxo-1,2-dihydro-1,5-naphthyridin-4-yl)-2,5-dimethylpiperazin-1-yl)propionic acid C(#N)C=1N=C2C(=CC(N(C2=CC1)C)=O)N1C[C@H](N(C[C@@H]1C)C(C(=O)O)C)C